8-(3,3-difluoropyrrolidine-1-carbonyl)-N-[(2S)-1-(4-{[5-(3,4-dimethyl-1,2-oxazol-5-yl)thiophen-2-yl]sulfonyl}piperazin-1-yl)propan-2-yl]quinazolin FC1(CN(CC1)C(=O)C=1C=CC=C2C=NCN(C12)[C@H](CN1CCN(CC1)S(=O)(=O)C=1SC(=CC1)C1=C(C(=NO1)C)C)C)F